(R)-4-methyl-5-(methyl-(1-(1-phenylethyl)piperidin-4-yl)amino)-N-(thiazol-4-yl)pyridine-2-sulfonamide CC1=CC(=NC=C1N(C1CCN(CC1)[C@H](C)C1=CC=CC=C1)C)S(=O)(=O)NC=1N=CSC1